(1-hexadecyl)trimethylammonium chloride [Cl-].C(CCCCCCCCCCCCCCC)[N+](C)(C)C